4-bromo-1-(3-(azetidin-1-yl)propyl)indoline BrC1=C2CCN(C2=CC=C1)CCCN1CCC1